3-chloro-2-methyl-7-(4-((methyl(1-(4-(trifluoromethoxy)benzyl)piperidin-4-yl)amino)methyl)phenyl)benzo[4,5]thieno[2,3-b]pyridin-4(1H)-one ClC=1C(C2=C(NC1C)SC1=C2C=CC(=C1)C1=CC=C(C=C1)CN(C1CCN(CC1)CC1=CC=C(C=C1)OC(F)(F)F)C)=O